CN([C@@H]1C[C@H](C1)NC1=NN2C(C=N1)=C(C=C2)C2=CC=1C(=NC=CN1)N=C2)C trans-N1,N1-dimethyl-N3-(5-(pyrido[2,3-b]pyrazin-7-yl)pyrrolo[2,1-f][1,2,4]triazin-2-yl)cyclobutane-1,3-diamine